C(C)(C)(C)OC(=O)NC1CCC(CC1)C(=O)OCC (1s,4s)-Ethyl 4-((tert-butoxycarbonyl)amino)cyclohexanecarboxylate